N'-((3,3-dimethyl-1,2,3,5,6,7-hexahydrodicyclopenta[b,e]pyridin-8-yl)carbamoyl)-4-((dimethylamino)methyl)benzenesulfonimidamide CC1(CCC=2C1=NC1=C(C2NC(=O)N=S(=O)(N)C2=CC=C(C=C2)CN(C)C)CCC1)C